BrC=1C(=C2C(=NC1)N(CC21CCCC1)COCC[Si](C)(C)C)Cl 5'-Bromo-4'-chloro-1'-((2-(trimethylsilyl)ethoxy)methyl)spiro[cyclopentane-1,3'-pyrrolo[2,3-b]pyridin]